C(#N)C1=NC=CC=C1C1=CC=CN1 5-(2-cyanopyridin-3-yl)-1H-pyrrole